OC(CC=CCC=CCCCCCCCCCCCCCCC(=O)O)C=CC=CC=CC(CC=CCC)O.ClC1=CC(=C(N=N1)C(=O)NC([2H])([2H])[2H])NC1=NC=CC(=C1OC)C1=NN(N=C1)C 6-chloro-4-((3-methoxy-4-(2-methyl-2H-1,2,3-triazol-4-yl)pyridin-2-yl)amino)-N-(methyl-d3)pyridazine-3-carboxamide 22,29-dihydroxytetratriaconta-16,19,23,25,27,31-hexaenoate